CC1CC(CC1)C=1C=C(C=C(C1)C(=C)C)C(=C)C 5-(3-methyl-cyclopentyl)-1,3-diisopropenylbenzene